(1aR,5aR)-2-(6-Fluoro-pyridin-3-yl)-1a,2,5,5a-tetrahydro-1H-2,3-diaza-cyclopropa[a]pentalene-4-carboxylic acid ((S)-1-hydroxymethyl-2-methyl-propyl)-amide OC[C@H](C(C)C)NC(=O)C=1C=2C[C@@H]3[C@H](C2N(N1)C=1C=NC(=CC1)F)C3